C1=CC=C(C=C1)CO[C@H]2[C@@H]([C@H](OC([C@@H]2OCC3=CC=CC=C3)O)CO)O 2,3-di-o-benzyl-d-glucopyranose